(5S,8S)-N-(2,4-dichloro-3-fluoro-benzyl)-5-fluoro-8-hydroxy-5,6,7,8-tetrahydroquinoline-5-carboxamide ClC1=C(CNC(=O)[C@]2(C=3C=CC=NC3[C@H](CC2)O)F)C=CC(=C1F)Cl